O1C=CC2=C1C(=CC=C2)O[C@H](CCN2C(C1=CC=CC=C1C2=O)=O)C=2SC=CC2 (R)-2-(3-(benzofuran-7-yloxy)-3-(thiophen-2-yl)propyl)isoindoline-1,3-dione